N1C(=NC2=C1C=CC=C2)SCC2=CC=C(C#N)C=C2 4-(((1H-benzo[d]imidazol-2-yl)thio)methyl)benzonitrile